FC=1C(=CC2=C(C(NC=3CNCC(C23)N(C(=O)C2=CC=C(C=C2)C2=CC(=CC=C2)F)C)=O)C1)F N-(8,9-difluoro-6-oxo-1,2,3,4,5,6-hexahydrobenzo[c][1,7]naphthyridin-1-yl)-3'-fluoro-N-methyl-[1,1'-biphenyl]-4-carboxamide